FC(C1=C(C(=CC=C1)C(F)(F)F)O)(F)F 2,6-bis(trifluoromethyl)phenol